triethanolamine, chlorodiphenyliodonium salt ClC1=C(C=CC=C1)[I+]C1=CC=CC=C1.N(CCO)(CCO)CCO